(2S,4R)-1-[(2S)-2-(4-cyclopropyltriazol-1-yl)-3,3-dimethyl-butanoyl]-N-[1-[1-(4-fluorophenyl)-1-methyl-ethyl]cyclopropyl]-4-hydroxy-pyrrolidine-2-carboxamide C1(CC1)C=1N=NN(C1)[C@H](C(=O)N1[C@@H](C[C@H](C1)O)C(=O)NC1(CC1)C(C)(C)C1=CC=C(C=C1)F)C(C)(C)C